1-(Benzenesulfonyl)-4,6-dichloro-2-methyl-1H-pyrrolo[2,3-b]pyridine C1(=CC=CC=C1)S(=O)(=O)N1C(=CC=2C1=NC(=CC2Cl)Cl)C